ClC=1C=C2C=NNC2=C(C1NC(=O)C=1N(N=C(C1)C(F)(F)F)C1=NC=CC=C1Cl)C(=O)N 5-chloro-6-[[2-(3-chloro-2-pyridinyl)-5-(trifluoromethyl)pyrazole-3-carbonyl]amino]-1H-indazole-7-carboxamide